FC=1C=C2NC(C=3N(C2=C(C1C1=C2C(=NC=C1)N(C=C2)C)F)C(=NN3)C)(C)C 7,9-Difluoro-1,4,4-trimethyl-8-(1-methyl-1H-pyrrolo[2,3-b]pyridin-4-yl)-5H-[1,2,4]triazolo[4,3-a]quinoxaline